C=12C=3N=C4C=CC=CC4=CC3CN2C(C=2COC(CC2C1)=O)=O 17-oxa-3,13-diazapentacyclo[11.8.0.02,11.04,9.015,20]henicosa-1(21),2(11),3,5,7,9,15(20)-heptaene-14,18-dione